8-(3-Hydroxy-2,2-dimethylpropyl)-2-{[(1S)-1-(naphthalin-2-yl)ethyl]amino}pyrido[2,3-d]pyrimidin-7(8H)-on OCC(CN1C(C=CC2=C1N=C(N=C2)N[C@@H](C)C2=CC1=CC=CC=C1C=C2)=O)(C)C